NC1=NNC2=C1C(=NC=C2C2=NC=C(C=C2)N2CCNCC2)C2=CC=C(CNC(C1=C(C=CC(=C1)F)OC)=O)C=C2 N-(4-(3-amino-7-(5-(piperazin-1-yl)pyridin-2-yl)-1H-pyrazolo[4,3-c]pyridin-4-yl)benzyl)-5-fluoro-2-methoxybenzamide